C12COCC(N1C=1SC3=C(N1)C=CC(=C3C(=O)NC3=C(C(=O)O)C=C(C(=C3)F)F)OC)C2 2-(2-(3-Oxa-6-azabicyclo[3.1.1]heptan-6-yl)-6-methoxybenzo[d]thiazole-7-carboxamido)-4,5-difluorobenzoic acid